CC/C=C\\C/C=C\\C=C\\O/C=C/CCCCCCC(=O)O The molecule is a long-chain, divinyl ether fatty acid composed of 8-nonenoic acid in which the E-hydrogen at position 9 is substituted by a (1E,3Z,6Z)-nona-1,3,6-trien-1-yloxy group. It is a straight-chain fatty acid, a long-chain fatty acid and a divinyl ether fatty acid. It is a conjugate acid of a colnelenate.